3-(4-((((3S,4S)-8-(6-amino-5-((2-amino-3-chloropyridin-4-yl)thio)pyrazin-2-yl)-3-methyl-2-oxa-8-azaspiro[4.5]decan-4-yl)amino)methyl)phenyl)piperidine-2,6-dione NC1=C(N=CC(=N1)N1CCC2([C@@H]([C@@H](OC2)C)NCC2=CC=C(C=C2)C2C(NC(CC2)=O)=O)CC1)SC1=C(C(=NC=C1)N)Cl